(1-(3-chloro-4-ethoxybenzyl)pyrrolidin-3-yl)methanamine difumarate C(\C=C\C(=O)O)(=O)O.C(\C=C\C(=O)O)(=O)O.ClC=1C=C(CN2CC(CC2)CN)C=CC1OCC